(2S,4r)-1-[(2S)-3,3-dimethyl-2-[4-[4-(trifluoromethyl)phenyl]triazol-1-yl]butyryl]-4-hydroxy-N-methyl-pyrrolidine-2-carboxamide CC([C@@H](C(=O)N1[C@@H](C[C@H](C1)O)C(=O)NC)N1N=NC(=C1)C1=CC=C(C=C1)C(F)(F)F)(C)C